(S)-N-(5-(4-(6-chloropyrimidin-4-yl)-2-methylpiperazin-1-yl)pyrazin-2-yl)-6-(3,3-difluoroazetidin-1-yl)nicotinamide ClC1=CC(=NC=N1)N1C[C@@H](N(CC1)C=1N=CC(=NC1)NC(C1=CN=C(C=C1)N1CC(C1)(F)F)=O)C